2-(4-(10-bromoanthracene-9-yl)phenyl)-4,6-diphenyl-1,3,5-triazine BrC1=C2C=CC=CC2=C(C2=CC=CC=C12)C1=CC=C(C=C1)C1=NC(=NC(=N1)C1=CC=CC=C1)C1=CC=CC=C1